methyl-3-(trifluoromethyl)-7,8,9,10-tetrahydro-5H-pyrazino[1,2-a]pyrido[3,2-e]pyrazin-6(6aH)-one CC=1C(=CC=2NC(C3N(C2N1)CCNC3)=O)C(F)(F)F